dodecyl-(benzene) C(CCCCCCCCCCC)C1=CC=CC=C1